(1R,2R)-N1,N2-Bis[(4-chlorophenyl)methyl]cyclohexane-1,2-diamine ClC1=CC=C(C=C1)CN[C@H]1[C@@H](CCCC1)NCC1=CC=C(C=C1)Cl